CN1C(=[N+](C=C1)C)CCCCCCC.CN1C(=[N+](C(=C1)C)C)CC 1,3,4-trimethyl-2-ethylimidazolium, 1,3-dimethyl-2-heptylimidazolium salt